dihydroxy-1,1,3,3-tetramethylcyclobutane OC1C(C(C1(C)C)O)(C)C